CC1=NC(=NC=2N([C@H](C(NC12)=O)C)C)N[C@@H]1C[C@H](C1)OC1=CC=C(C=C1)C (7S)-4,7,8-trimethyl-2-((trans-3-(p-tolyloxy)cyclobutyl)amino)-7,8-dihydropteridin-6(5H)-one